(S)-2-(tert-Butoxycarbonyl-methyl-amino)-3-cyclopentyl-propionic acid C(C)(C)(C)OC(=O)N([C@H](C(=O)O)CC1CCCC1)C